FC1=CC=C(CC(C(=O)N)SC=2OC(=NN2)COC2=CC3=CC=CC=C3C=C2)C=C1 (4-fluorobenzyl)-2-((5-((naphthalen-2-yloxy)methyl)-1,3,4-oxadiazol-2-yl)thio)acetamide